FC1=CC=C(C=C1)S(=O)(=O)NCCOC1=CC2=C(N=C(S2)C2=C3N=CC(=NC3=CC(=C2)C)COC)C(=C1)C 4-fluoro-N-(2-(2-(2-(methoxymethyl)-7-methylquinoxalin-5-yl)-4-methylbenzo[d]thiazol-6-yloxy)ethyl)benzenesulfonamide